purin N1=CN=C2N=CNC2=C1